COC(=O)C1(CCCCC1)N(C(CCCC)=O)CC1=CC=C(C=C1)C1=CC(=CC=C1/C(/N)=N/O)C1=CC=CC=C1.C1(=CC=CC2=CC=CC=C12)S(=O)(=O)OCOS(=O)(=O)C1=CC=CC2=CC=CC=C12 methylene bisnaphthalenesulfonate (Z)-Methyl-1-(N-((6'-(N'-hydroxycarbamimidoyl)-[1,1':3',1''-terphenyl]-4-yl)methyl)pentanamido)cyclohexanecarboxylate